1-(benzo[d]oxazol-6-yl)ethan-1-one O1C=NC2=C1C=C(C=C2)C(C)=O